2-{4-[(dimethylamino)methyl]phenyl}-3-(2-phenylethynyl)benzoic acid trifluoroacetic acid salt FC(C(=O)O)(F)F.CN(C)CC1=CC=C(C=C1)C1=C(C(=O)O)C=CC=C1C#CC1=CC=CC=C1